2-(carbobenzoxy)-(S)-5-bromo-3,4-dihydro-isoquinoline C(=O)(OCC1=CC=CC=C1)N1CC2=CC=CC(=C2CC1)Br